C(C)(=O)SCC1CCN(CC1)C(=O)OCC1=CC=CC=C1 1-Benzyl 4-((acetylthio) methyl)piperidine-1-carboxylate